cuprous diethyl-phosphonite C(C)OPOCC.[Cu+]